BrC1=CC=C(C=C1)N1C(N(C(C1)=O)CC1=CC(=C(OC(C(=O)OCC)(C)C)C(=C1)C)C)=O Ethyl 2-(4-((3-(4-bromophenyl)-2,5-dioxoimidazolin-1-yl)meth-yl)-2,6-dimethylphenoxy)-2-methylpropionate